1-[(6Ar,10aR)-1-hydroxy-6,6,9-trimethyl-6a,7,10,10a-tetrahydrobenzo[c]chromen-3-yl]cyclopentane-1-carbonitrile OC1=C2[C@H]3[C@H](C(OC2=CC(=C1)C1(CCCC1)C#N)(C)C)CC=C(C3)C